(E)-4-((1-(((5-Iodopyridin-2-yl)oxy)methyl)cyclopentyl)amino)-N,N-dimethylbut-2-enamide IC=1C=CC(=NC1)OCC1(CCCC1)NC/C=C/C(=O)N(C)C